2-Methyl-Imidazol CC=1NC=CN1